CNCC(=O)C1=CC=CC=C1 2-(methylamino)-1-phenylethanone